BrC(C)C=1C=C(C=C2C(N(C(=NC12)C1CCOCC1)C)=O)C 8-(1-bromoethyl)-3,6-dimethyl-2-(tetrahydro-2H-pyran-4-yl)quinazolin-4(3H)-one